O1CCC(CC1)=O 4-dihydro-2H-pyranone